N1CCC2=CC=CC=C12 2,3-dihydro-indole